C(CCCCCCCC)N(CCS(=O)(=O)O)C 2-(Nonylmethylamino)ethanesulfonic acid